O[C@@H]1C[C@@H]2N(C([C@H](C[C@H]1C)NC([C@H](C)NC)=O)=O)[C@@H](CC2)C(=O)N[C@@H]2CCCC1=CC=CC=C21 (3S,6S,8R,9R,10aR)-9-hydroxy-8-methyl-6-((S)-2-(methylamino)propanamido)-5-oxo-N-((R)-1,2,3,4-tetrahydronaphthalen-1-yl)decahydropyrrolo[1,2-a]azocine-3-carboxamide